6-chloro-2-methoxy-5-trifluoromethoxynicotinic acid methyl ester COC(C1=C(N=C(C(=C1)OC(F)(F)F)Cl)OC)=O